ClC=1C=C(CN2C(N(C(C=3N(C(=NC23)S(=O)(=O)CC2CC2)C)=O)C)=O)C=CC1 3-(3-chlorobenzyl)-8-((cyclopropylmethyl)sulfonyl)-1,7-dimethyl-1H-purine-2,6(3H,7H)-dione